[4-(5-tert-butyl-1,3,4-oxadiazol-2-yl)-3-chloro-phenyl]-[4-(5-methyloxazolo[4,5-b]pyridin-2-yl)piperazin-1-yl]methanone C(C)(C)(C)C1=NN=C(O1)C1=C(C=C(C=C1)C(=O)N1CCN(CC1)C=1OC=2C(=NC(=CC2)C)N1)Cl